tert-butyl-7-oxo-5,7-dihydrospiro[cyclopenta[c]pyridine-6,4'-piperidine] C(C)(C)(C)N1CCC2(CC1)CC1=C(C=NC=C1)C2=O